CN(C=1C=C(C2=C(N(C(N(C2=O)C)=O)C)N1)NCC(=O)N)C 2-{[7-(dimethylamino)-1,3-dimethyl-2,4-dioxo-1,2,3,4-tetrahydropyrido[2,3-d]pyrimidin-5-yl]amino}acetamide